quinazolin-2-carboxylate N1=C(N=CC2=CC=CC=C12)C(=O)[O-]